C(C1=CC=CC=C1)C=1NC(=NN1)C(=O)NC1=NC=CC(=C1)C1=C(C=CC(=C1)OCCCC(CC)(O)CC)C 5-benzyl-N-(4-(5-((4-ethyl-4-hydroxyhexyl)oxy)-2-methylphenyl)pyridin-2-yl)-4H-1,2,4-triazole-3-carboxamide